tert-butyl ((5-hydroxy-6,9-dihydro-7H-[1,3]dioxolo[4,5-h]isochromen-9-yl) methyl)(methyl)carbamate OC=1C=2CCOC(C2C2=C(C1)OCO2)CN(C(OC(C)(C)C)=O)C